ClC1=C(C(=CC=C1)Cl)C=1N=C2C=3C=C(C=NC3C=CN2C1)C=1C=NN(C1)C1=CC=C(C(=O)N(C)C)C=C1 4-(4-(2-(2,6-Dichlorophenyl)imidazo[2,1-f][1,6]naphthyridin-9-yl)-1H-pyrazol-1-yl)-N,N-dimethylbenzamide